amidinosilicate C(N)(=N)O[Si]([O-])([O-])[O-]